C(C)(C)(C)OC(=O)N1CCC(=CC1)C=1C=NN(C1)C 4-(1-Methyl-1H-pyrazol-4-yl)-3,6-dihydropyridine-1(2H)-carboxylic acid tert-butyl ester